C(C)(C)N(CC(=O)O)CC1=C(C=C(C=C1)C1=NC=CC(=C1Cl)C1=C(C(=CC=C1)C1=NC(=C(C=C1)CNC[C@H]1NC(CC1)=O)OC)Cl)OC.C1(C(C=CC2=NC=C3C=CC=CC3=C12)[2H])=O phenanthridinone-2-d isopropyl-(S)-(4-(3-chloro-4-(2-chloro-3-(6-methoxy-5-((((5-oxopyrrolidin-2-yl)methyl)amino)methyl)pyridin-2-yl)phenyl)pyridin-2-yl)-2-methoxybenzyl)glycinate